C(C1=CC=CC=C1)NC(C(=O)O)CC(C)C 2-(Benzylamino)-4-methylpentanoic Acid